4-amino-N-(2,2,2-trifluoroethyl)-N-(6-(trifluoromethyl)-2,3-dihydrobenzofuran-3-yl)imidazo[1,5-a]quinoxaline-8-carboxamide NC=1C=2N(C3=CC(=CC=C3N1)C(=O)N(C1COC3=C1C=CC(=C3)C(F)(F)F)CC(F)(F)F)C=NC2